4-aminoquinazoline-glutamic acid N[C@@H](CCC(=O)O)C(=O)O.NC1=NC=NC2=CC=CC=C12